CC(CC(C(=O)OCCCC)=O)CC(C(=O)OCCCC)=O dibutyl 4-methyl-2,6-dioxopimelate